C1(CC1)C1=C(C=C(C=C1)C(C1=CC=CC=C1)NC(=O)C1N(CC(C1)F)C(CC=1N(C2=CC=CC=C2C1)C(=O)OC(C)(C)C)=O)F tert-butyl 2-[2-(2-{[(4-cyclopropyl-3-fluorophenyl)(phenyl)methyl]carbamoyl}-4-fluoropyrrolidin-1-yl)-2-oxoethyl]-1H-indole-1-carboxylate